(3-(difluoromethyl)-1-methyl-1H-pyrazol-5-yl)methanone FC(C1=NN(C(=C1)C=O)C)F